C(#N)CC1=C(C(=O)O)C=CC=C1 2-(cyanomethyl)benzoic acid